2-aminoethylaminomethyl-benzyloxydimethylsilane rac-Methyl-4-(1-(3-amino-6-chloropyridazin-4-yl)-4,4-difluoropiperidin-3-yl)benzoate COC(C1=CC=C(C=C1)[C@@H]1CN(CCC1(F)F)C1=C(N=NC(=C1)Cl)N)=O.NCCNC[Si](C)(C)OCC1=CC=CC=C1 |r|